FC=1C=C(OC(C(=O)O)C)C=CC1 3-fluorophenoxypropionic acid